NC1=NC(=CC(=N1)N1C(COCCC1)C1=C(C=C(C=C1)C1CCC(N1C)=O)Cl)C (+/-)-5-(4-(4-(2-amino-6-methylpyrimidin-4-yl)-1,4-oxazepan-3-yl)-3-chlorophenyl)-1-methylpyrrolidin-2-one